FC(OC=1C(=NC(=NC1)C12CCC(CC2C1)OC[C@@H]1N([C@@H](C[C@@H]1NS(=O)(=O)C)C)C(=O)OC)C)F methyl (2R,3S,5R)-2-(((6-(5-(difluoromethoxy)-4-methylpyrimidin-2-yl)bicyclo[4.1.0]heptan-3-yl)oxy)methyl)-5-methyl-3-(methylsulfonamido)pyrrolidine-1-carboxylate